4-Methoxybenzyl 2-(7-cyano-5-(2-methyl-1,3-dioxacyclopentane-2-yl) benzo[b]thiophen-2-yl)-4-methylthiazole-5-carboxylate C(#N)C1=CC(=CC2=C1SC(=C2)C=2SC(=C(N2)C)C(=O)OCC2=CC=C(C=C2)OC)C2(OCCO2)C